CC(CC)=NCCC[Si](OCC)(OCC)OCC N-(1-methylpropylidene)-3-(triethoxysilyl)-1-propaneamine